C(#N)C=1C=C(C=CC1F)NC(C1=C(N=CC(=C1)C(F)(F)F)OC1=C(C=C(C=C1)F)C)=O N-(3-cyano-4-fluorophenyl)-2-(4-fluoro-2-methylphenoxy)-5-(trifluoromethyl)nicotinamide